COC([C@H](C(C)C)NC([C@@H](CC(=O)N)NC(=O)OC(C)(C)C)=O)=O.N(=[N+]=[N-])C1=CC(=C(C=C1)NCCCCCC(=O)O)[N+](=O)[O-].S(=O)(=O)(O)C1C(=O)NC(C1)=O sulfosuccinimide 6-(4'-azido-2'-nitrophenylamino)hexanoate Methyl-(2S)-2-[[(2R)-4-amino-2-(tert-butoxycarbonylamino)-4-oxo-butanoyl]amino]-3-methyl-butanoate